ClC=1C=CC2=C(C[C@](O2)(C2=CC=CC=C2)CNC(OC(C)(C)C)=O)C1C1=C(C(=CC=C1C(NC)=O)F)F Tert-butyl (((2S,4S)-5-chloro-4-(2,3-difluoro-6-(methylcarbamoyl)phenyl)-2-phenyl-2,3-dihydrobenzofuran-2-yl)methyl)carbamate